FC1=C2C=C(N=NC2=CC(=C1)C=1C=C(C=2N(N1)C=C(N2)C)OCCCN2N=CC=C2)C2CCNCC2 5-fluoro-7-{2-methyl-8-[3-(1H-pyrazol-1-yl)propoxy]imidazo[1,2-b]pyridazin-6-yl}-3-(piperidin-4-yl)cinnoline